pentanimine cobalt (III) chloride [Co](Cl)(Cl)Cl.C(CCCC)=N